N[C@H]1C2N(CC1CC2)C(=O)C=2C=C(C1=C(SC(=C1C)C=1N(C3=CC(=CC=C3C1)C1=CC(=NC=C1)OC)CC1CC1)C2)OC ((7R)-7-Amino-2-azabicyclo[2.2.1]heptan-2-yl)(2-(1-(cyclopropylmethyl)-6-(2-methoxypyridin-4-yl)-1H-indol-2-yl)-4-methoxy-3-methylbenzo[b]thiophen-6-yl)methanone